COC=C1C=C(CO)C=CC1=COC 3,4-dimethoxymethylenebenzyl alcohol